ClC=1C=C(C=NC1)C1=NC(=C2N=CN(C2=N1)[C@H]1[C@@H]([C@@H]([C@H](O1)C(=O)NC([2H])([2H])[2H])O)O)NCC1=CC=C(C=C1)I (2S,3S,4R,5R)-5-(2-(5-chloropyridin-3-yl)-6-(4-iodobenzylamino)-9H-purin-9-yl)-3,4-dihydroxyl-N-(methyl-d3)-tetrahydrofuran-2-carboxamide